azobis(2-methylbutane) N(=NCC(CC)C)CC(CC)C